ClC1=C(C=CC(=C1)F)S(=O)(=O)NC=1C(=NC=C(C1)C=1C=C2C(=NC=NC2=CC1)N1[C@H](CN(CC1)C(\C=C\C(C)=O)=O)C)OC (S,E)-2-chloro-4-fluoro-N-(2-methoxy-5-(4-(2-methyl-4-(4-oxopent-2-enoyl)piperazin-1-yl)quinazolin-6-yl)pyridin-3-yl)benzene-sulfonamide